1-(2-((tert-butyldimethylsilyl)oxy)-2-methylpropyl)-2-(ethoxymethyl)-4-iodo-5-(naphthalen-2-yl)-1H-imidazole [Si](C)(C)(C(C)(C)C)OC(CN1C(=NC(=C1C1=CC2=CC=CC=C2C=C1)I)COCC)(C)C